5-[3-{[(1S)-1-(4-methylpiperidin-4-yl)ethyl]amino}-4-(trifluoromethyl)phenyl]-1,3,4-oxadiazol-2(3H)-one CC1(CCNCC1)[C@H](C)NC=1C=C(C=CC1C(F)(F)F)C1=NNC(O1)=O